ClC=1C(=CC(=NC1)NC(=O)NC1CC2(CCN(C2=O)CC2=CC=C(C=C2)OC)CCC1)C1=C2N(N=C1)CC(C2)(C)C (5-chloro-4-(5,5-dimethyl-5,6-dihydro-4H-pyrrolo[1,2-b]pyrazol-3-yl)pyridin-2-yl)-3-(2-(4-methoxybenzyl)-1-oxo-2-azaspiro[4.5]dec-7-yl)urea